OC1CC(NC1)C(=O)OCCCCCCCC(=O)OC(CCCCCCCC)CCCCCCCC [8-(1-octylnonyloxy)-8-oxo-octyl] 4-hydroxypyrrolidine-2-carboxylate